BrC1=C(C=CC=C1)C1=NC(=CC(=N1)C1=CC=CC=C1)C1=CC=CC=C1 2-bromophenyl-4,6-diphenylpyrimidine